C(C1=CC=CC=C1)OC(CCCC(=O)NCCN1CCC(CC1)(C(=O)OC)N(C(CC)=O)C1=CC=CC=C1)=O Methyl 1-(2-(5-(benzyloxy)-5-oxopentanamido)ethyl)-4-(N-phenylpropionamido)piperidine-4-carboxylate